4-amino-1-((2R,3S,4S,5R)-4-(benzyloxy)-5-((benzyloxy)methyl)-3-hydroxy-5-methyltetrahydrofuran-2-yl)-5-fluoropyrimidin-2(1H)-one NC1=NC(N(C=C1F)[C@@H]1O[C@]([C@H]([C@@H]1O)OCC1=CC=CC=C1)(C)COCC1=CC=CC=C1)=O